(R)-3-[2-[3-(4-Aminoquinazolin-6-yl)phenyl]ethynyl]-3-hydroxy-1-methylpyrrolidin-2-on NC1=NC=NC2=CC=C(C=C12)C=1C=C(C=CC1)C#C[C@]1(C(N(CC1)C)=O)O